NC(C(=O)OCC)[C@@H](CC)C ethyl (3R)-2-amino-3-methylpentanoate